OC(CC(CCC1=CC=CC=C1)=O)CCC1=CC(=C(C=C1)O)OC 5-hydroxy-7-(4-hydroxy-3-methoxyphenyl)-1-phenyl-3-heptanone